3-(4-{5-[5-(4-methoxy-phenyl)-[1,3,4]oxadiazol-2-yl]-1H-benzoimidazol-2-yl}-3,5-dimethyl-phenyl)-2,2-dimethyl-propionic acid COC1=CC=C(C=C1)C1=NN=C(O1)C1=CC2=C(NC(=N2)C2=C(C=C(C=C2C)CC(C(=O)O)(C)C)C)C=C1